Hydroxyethyl-hexamethylenediamine OCCNCCCCCCN